6-Amino-1,3-dimethyl-5-[[2-(2-pyridinyl)-4-quinolinyl]carbonyl]-2,4(1H,3H)-pyrimidinedion NC1=C(C(N(C(N1C)=O)C)=O)C(=O)C1=CC(=NC2=CC=CC=C12)C1=NC=CC=C1